7-amino-3-((S)-1-((E)-3-((R)-azetidin-2-yl)acryloyl)piperidin-3-yl)-1-(4-(2-fluorophenoxy)phenyl)-1,5-dihydro-4H-pyrrolo[2,3-d]pyridazin-4-one NC1=NNC(C2=C1N(C=C2[C@H]2CN(CCC2)C(\C=C\[C@@H]2NCC2)=O)C2=CC=C(C=C2)OC2=C(C=CC=C2)F)=O